N-(bis(2-methoxyphenyl)phosphaneyl)-N-butyl-1,1-bis(3-(tributylsilyl)phenyl)phosphanamine COC1=C(C=CC=C1)P(N(P(C1=CC(=CC=C1)[Si](CCCC)(CCCC)CCCC)C1=CC(=CC=C1)[Si](CCCC)(CCCC)CCCC)CCCC)C1=C(C=CC=C1)OC